CC(CCN1C[C@@H]2C([C@@H]2C1)NC=1N=NC(=CC1)C=1C(=NN(C1)C)C)(C)C (1r,5s,6s)-3-(3,3-dimethylbutyl)-N-[6-(1,3-dimethylpyrazol-4-yl)pyridazin-3-yl]-3-azabicyclo[3.1.0]hexane-6-amine